Racemic-(1S,2R,3S,4R,5S,6R)-N-(3,4-dichlorophenyl)-5,6-dihydroxy-3-(2-methylpyridin-4-yl)-7-oxabicyclo[2.2.1]heptane-2-carboxamide ClC=1C=C(C=CC1Cl)NC(=O)[C@H]1[C@H]2[C@@H]([C@@H]([C@@H]([C@@H]1C1=CC(=NC=C1)C)O2)O)O |r|